5-N-[[4-[[3-(difluoromethyl)imidazo[1,2-a]pyridin-6-yl]oxymethyl]-2-oxabicyclo[2.1.1]hexan-1-yl]methyl]-1-N-[(2,4-dimethoxyphenyl)methyl]isoquinoline-1,5-diamine FC(C1=CN=C2N1C=C(C=C2)OCC21COC(C2)(C1)CNC=1C=2C=CN=C(C2C=CC1)NCC1=C(C=C(C=C1)OC)OC)F